C(#N)C1=CC=C(C=N1)NC(O[C@@H](COC1=CC2=C(N=C(S2)Cl)C=C1F)C)=O (R)-1-((2-chloro-5-fluorobenzo[d]thiazol-6-yl)oxy)propan-2-yl (6-cyanopyridin-3-yl)carbamate